(R)-2-((S)-4,4-difluoro-3-(5-(hydroxymethyl)-6-oxo-1,6-dihydropyridin-3-yl)piperidin-1-yl)-N-(1-(3,5-difluorobenzyl)-1H-imidazol-4-yl)propanamide FC1([C@H](CN(CC1)[C@@H](C(=O)NC=1N=CN(C1)CC1=CC(=CC(=C1)F)F)C)C1=CNC(C(=C1)CO)=O)F